4-bromo-6-(hydroxymethyl)pyridin BrC1=CC=NC(=C1)CO